CN(C1=CC=CC(=N1)[C@@H](C)NC(=O)C1=CC2=CC=CC(=C2C=C1)OC1=CC=C(C=C1)C(F)(F)F)C (R)-N-(1-(6-(dimethylamino)pyridin-2-yl)ethyl)-5-(4-(trifluoromethyl)phenoxy)-2-naphthamide